C1(CC1)C1=CC(=NN1)NC1=NC(=NC=C1)N(C1CC2(CN(C2)C(=O)OC(C)(C)C)C1)C tert-Butyl 6-({4-[(5-cyclopropyl-1H-pyrazol-3-yl)amino]pyrimidin-2-yl}(methyl)amino)-2-azaspiro[3.3]heptane-2-carboxylate